C12CNCC(CC1)N2C=2SC1=C(N2)CN(C1)C(=O)NC1CCC(CC1)(F)F 2-(3,8-diazabicyclo[3.2.1]octan-8-yl)-N-(4,4-difluorocyclohexyl)-4,6-dihydro-5H-pyrrolo[3,4-d]thiazole-5-carboxamide